6-(4-(Morpholinomethyl)phenyl)-N-(tetrahydro-2H-pyran-4-yl)-7H-pyrrolo[2,3-d]pyrimidin-4-amine O1CCN(CC1)CC1=CC=C(C=C1)C1=CC2=C(N=CN=C2NC2CCOCC2)N1